6-[[5-bromo-4-(2-isopropylsulfonylanilino)pyrimidin-2-yl]amino]-3-methyl-1,3-benzoxazol-2-one BrC=1C(=NC(=NC1)NC1=CC2=C(N(C(O2)=O)C)C=C1)NC1=C(C=CC=C1)S(=O)(=O)C(C)C